methyl 1-(2-(chloromethyl)allyl)piperidine-2-carboxylate ClCC(CN1C(CCCC1)C(=O)OC)=C